FC1(CC=C(CC1)C1=NC=CC(=C1NC(OC(C)(C)C)=O)C1=CCCCO1)F tert-butyl (2-(4,4-difluorocyclohex-1-en-1-yl)-4-(3,4-dihydro-2H-pyran-6-yl)pyridin-3-yl)carbamate